2,6-di-tert-butyl-4-hydroxybenzyl-phenol C(C)(C)(C)C1=C(CC2=C(C=CC=C2)O)C(=CC(=C1)O)C(C)(C)C